COC(CCCCC1CCN(CC1)C1=CC2=C(N(C(N2C)=O)C2C(NC(CC2)=O)=O)C=C1F)OC 3-[5-[4-(5,5-dimethoxypentyl)-1-piperidyl]-6-fluoro-3-methyl-2-oxo-benzimidazol-1-yl]piperidine-2,6-dione